C(CC(C)C)OC(CCCCCCCCCCCCC)=O isoamylmyristate